O[C@@H]1C[C@H](N(C1)C(=O)OC(C)(C)C)C(N[C@@H](C(C)(C)O)C1=CC=C(C=C1)C#CC)=O Tert-butyl (2S,4R)-4-hydroxy-2-(((R)-2-hydroxy-2-methyl-1-(4-(prop-1-yn-1-yl)phenyl)propyl)carbamoyl)pyrrolidine-1-carboxylate